tridecylethylenediamine C(CCCCCCCCCCCC)NCCN